C(CCC)(=N)N butanamidine